FC1=CC=C(CN(C(CC2=CC3=CC=CC=C3C=C2)=O)C(C(=O)N(C)C2=CC=C(C=C2)OC)C)C=C1 2-(N-(4-fluorobenzyl)-2-(naphthalene-2-yl)acetamido)-N-(4-methoxyphenyl)-N-methylpropionamide